6-(5-octyloxy-2H-benzotriazol-2-yl)benzo[1,3]Dioxol-5-ol C(CCCCCCC)OC1=CC=2C(=NN(N2)C=2C(=CC3=C(OCO3)C2)O)C=C1